O=C1NC=C(C(N1)=O)C(F)(F)F 2,4-dioxo-5-(trifluoromethyl)-3,4-dihydropyrimidine